N-((R)-1-cyanopyrrolidin-3-yl)-1-phenylpyrrolidine-3-carboxamide C(#N)N1C[C@@H](CC1)NC(=O)C1CN(CC1)C1=CC=CC=C1